N-(4-(chlorodifluoromethoxy)phenyl)-6-(pyrimidin-5-yl)-3,4-dihydro-1H-benzo[4,5]imidazo[2,1-C][1,4]thiazine-8-carboxamide 2,2-dioxide ClC(OC1=CC=C(C=C1)NC(=O)C=1C=C(C2=C(N=C3CS(CCN32)(=O)=O)C1)C=1C=NC=NC1)(F)F